N1-(3-(2,3-dihydroxypropoxy)-2-hydroxypropyl)-N3-(2,3-dihydroxypropyl)-2,4,6-triiodoisophthalamide OC(COCC(CNC(C1=C(C(C(=O)NCC(CO)O)=C(C=C1I)I)I)=O)O)CO